C(C)(C)(C)OC(=O)N[C@H](C(=O)O)CCCCNC(=O)OC(C)(C)C (S)-2,6-di((tert-butoxycarbonyl)amino)hexanoic acid